2-(1-chlorocyclopropyl)-1-(2-chlorophenyl)-3-hydrazino-2-propanolate hydrochloride Cl.ClC1(CC1)C(CC1=C(C=CC=C1)Cl)(CNN)[O-]